C(#N)C1=C(C=C(C(=O)OC)C=C1O)F methyl 4-cyano-3-fluoro-5-hydroxybenzoate